(R)-N-Butyl-1,2,3,4-tetrahydroquinoline-2-carboxamide C(CCC)NC(=O)[C@@H]1NC2=CC=CC=C2CC1